C(C)(C)(C)C=1C(=NN(C1)C(=O)[O-])NC(C1=C(C=CC=C1)[N+](=O)[O-])=O tert-butyl-(2-nitrobenzoylamino)-1H-pyrazole-1-carboxylate